C(C1=CC=CC=C1)OC(=O)N1C[C@]([C@@H](C1)F)(NS(=O)(=O)C1=CC=C(C=C1)OC(F)(F)F)C1=CC=C(C=C1)Cl.N1=CN=C2NC=NC2=C1NC(C1=CC=CC=C1)=O |r| N-(9H-purin-6-yl)benzamide rac-benzyl-(3R,4R)-3-(4-chlorophenyl)-4-fluoro-3-((4-(trifluoromethoxy)phenyl)sulfonamido)pyrrolidine-1-carboxylate